N-(4-(methylsulfonyl)but-3-en-2-yl)-2-phenoxyquinoline-3-carboxamide CS(=O)(=O)C=CC(C)NC(=O)C=1C(=NC2=CC=CC=C2C1)OC1=CC=CC=C1